4-(5-Methylpyridin-2-yl)-6-(1,3,4,5-tetrahydro-2H-benzo[c]azepin-2-yl)pyrimidin-2-amine CC=1C=CC(=NC1)C1=NC(=NC(=C1)N1CC2=C(CCC1)C=CC=C2)N